(R)-2-methyl-2-(1-methyl-5-(3-methylmorpholino)-3-(1H-pyrazol-3-yl)-1H-pyrazolo[4,3-b]pyridin-7-yl)propionitrile CC(C#N)(C)C1=C2C(=NC(=C1)N1[C@@H](COCC1)C)C(=NN2C)C2=NNC=C2